(S)-2-(4-(3-amino-1H-pyrazolo[3,4-b]pyridin-5-yl)benzylamino)-N-(1-(4-bromophenyl)-2-hydroxyethyl)-5-(trifluoromethyl)nicotinamide NC1=NNC2=NC=C(C=C21)C2=CC=C(CNC1=C(C(=O)N[C@H](CO)C3=CC=C(C=C3)Br)C=C(C=N1)C(F)(F)F)C=C2